C(CCCCCCC)(=O)OC(CN(CC(CCCCCCCC)OC(CCCCCCC)=O)CCN1CCCCC1)CCCCCCCC ((2-(piperidin-1-yl)ethyl)azanediyl)bis(decane-1,2-diyl) dioctanoate